(1s,2s)-2-fluoro-N-(6-(4-methoxypyridin-3-yl)benzo[d]thiazol-2-yl)cyclopropane-1-carboxamide F[C@@H]1[C@@H](C1)C(=O)NC=1SC2=C(N1)C=CC(=C2)C=2C=NC=CC2OC